(3aR,5R,6S,6aR)-5-((R)-2,2-dimethyl-1,3-dioxolan-4-yl)-5-(hydroxymethyl)-2,2-dimethyltetrahydrofuro[2,3-d][1,3]dioxol-6-ol CC1(OC[C@@H](O1)[C@]1([C@H]([C@@H]2[C@@H](OC(O2)(C)C)O1)O)CO)C